C[Si](Cl)(Cl)C Dimethyldichlorsilan